2-(2,2-difluoro-1-methyl-ethyl)pyrazole-3-carboxamide FC(C(C)N1N=CC=C1C(=O)N)F